7-((4,6-Difluoro-1-tosyl-1H-indol-5-yl)oxy)-3,4-dihydroisoquinolin-1(2H)-imine FC1=C2C=CN(C2=CC(=C1OC1=CC=C2CCNC(C2=C1)=N)F)S(=O)(=O)C1=CC=C(C)C=C1